ClC1=NC(=CC(=N1)C#N)NC1=C(C=CC=C1)F 2-chloro-6-[(2-fluorophenyl)amino]pyrimidine-4-carbonitrile